C(CCC)[Sn](O[Sn](CCCC)(CCCC)CCCC)(CCCC)CCCC tributyl-[(tributylstannyl)oxy]stannane